N-(2-fluorobenzyl)-O-methylhydroxylamine FC1=C(CNOC)C=CC=C1